FC=1C=CC(=NC1)C(OC1=CC(N(C=C1)C=1C=CC=2C3=C(N(C2C1)C([2H])([2H])[2H])C(C(NC3)([2H])[2H])([2H])[2H])=O)([2H])[2H] 4-((5-fluoropyridin-2-yl)methoxy-d2)-1-(5-(methyl-d3)-2,3,4,5-tetrahydro-1H-pyrido[4,3-b]indol-7-yl-3,3,4,4-d4)pyridin-2(1H)-one